3-(isoxazol-3-ylethynyl)-N-(7-methyl-1-oxoisoindolin-4-yl)benzenesulfonamide O1N=C(C=C1)C#CC=1C=C(C=CC1)S(=O)(=O)NC1=C2CNC(C2=C(C=C1)C)=O